N-(4-((4-aminophenyl)carbamoyl)benzyl)-N-cyclopropyl-3-oxo-3,4-dihydro-2H-benzo[b][1,4]oxazine-7-carboxamide 2,2,2-trifluoroacetate FC(C(=O)O)(F)F.NC1=CC=C(C=C1)NC(=O)C1=CC=C(CN(C(=O)C=2C=CC3=C(OCC(N3)=O)C2)C2CC2)C=C1